C(C)C1=CC=C(C=C1)N1N=CC(=C1)C=1C=C2C(=CNC2=CC1)NC(C(=O)NC1COCC1)=O N-{5-[1-(4-ethylphenyl)-1H-pyrazol-4-yl]-1H-indol-3-yl}-N'-(oxolan-3-yl)ethanediamide